N1N=CC(=C1)C1=CC=C(C=C1)N1CC2(CC1)OC1=C(C2)C=C(C=C1)OC (4-(1H-pyrazol-4-yl)phenyl)-5-methoxy-3H-spiro[benzofuran-2,3'-pyrrolidine]